cobalt diiodooxide IOI.[Co]